2-methyl-1-(m-tolyl)propan-1-one 4-(trifluoromethyl)phenyl-(3'S)-5',5'-difluoro-2-oxo[1,3'-bipiperidine]-1'-carboxylate FC(C1=CC=C(C=C1)OC(=O)N1C[C@H](CC(C1)(F)F)N1C(CCCC1)=O)(F)F.CC(C(=O)C=1C=C(C=CC1)C)C